ethyl 2-({6-[(1,3-benzothiazol-2-yl) amino]-4,5-dimethylpyridazin-3-yl} amino)-5-(1-{[1-(3-methoxypropyl) cyclooctyl] methyl}-5-methyl-1H-pyrazol-4-yl)-1,3-thiazole-4-carboxylate S1C(=NC2=C1C=CC=C2)NC2=C(C(=C(N=N2)NC=2SC(=C(N2)C(=O)OCC)C=2C=NN(C2C)CC2(CCCCCCC2)CCCOC)C)C